tetralithium 2,5-dihydroxy-1,4-benzenedisulfonate OC1=C(C=C(C(=C1)S(=O)(=O)[O-])O)S(=O)(=O)[O-].[Li+].[Li+].[Li+].[Li+].OC1=C(C=C(C(=C1)S(=O)(=O)[O-])O)S(=O)(=O)[O-]